BrC1=CN=C2N1C=CN=C2NC2=CC(=C(C=C2)NC(C)=O)C N-[4-(3-bromo-imidazo[1,2-a]pyrazin-8-ylamino)-2-methyl-phenyl]-acetamide